2,3,4,5-tetrafluorobenzoic acid acetic anhydride C(C)(=O)OC(C1=C(C(=C(C(=C1)F)F)F)F)=O